2-(2-hydroxy-2-methylpropyl)-3-oxopyrazolidine-1-carboxamide OC(CN1N(CCC1=O)C(=O)N)(C)C